Isopropyl (1S,3S)-3-((2-chloro-4-methylpyrimidin-5-yl)oxy)cyclohexane-1-carboxylate ClC1=NC=C(C(=N1)C)O[C@@H]1C[C@H](CCC1)C(=O)OC(C)C